CC=1C=C2C(C=C(OC2=C(C1)C(C)NC1=C(C(=O)O)C=CC=C1)C1=CC=C2C(=N1)SC(=N2)C)=O 2-[1-[6-Methyl-2-(2-methylthiazolo[5,4-b]pyridin-5-yl)-4-oxo-chromen-8-yl]ethylamino]benzoic acid